1,4-Dioxolan O1CCOC1